7-(acetyl)dibenzo[b,d]furan C(C)(=O)C1=CC2=C(C3=C(O2)C=CC=C3)C=C1